4-methyl-6-morpholinopyridin CC1=CC=NC(=C1)N1CCOCC1